ClC=1C=C(C[C@@]2(NCCC2)C(=O)O)C=CC1 α-(3-chlorobenzyl)proline